NC1=CC(=C(OC2=CC(=C(C=C2)O)CC=C)C(=C1)Cl)Cl 4-(4-Amino-2,6-dichlorophenoxy)-2-(allyl)phenol